C1=C(C=CC2=CC=CC=C12)C(C(=O)O)NC(=N)N 2-naphthylguanidinoacetic acid